CC=1C=CC(=NC1)C(C)(C1=CC=CC=C1)C1=CC=CC(N1)=O 6-(1-(5-methylpyridin-2-yl)-1-phenylethyl)pyridin-2(1H)-one